3β-Tosyloxy-17-(1H-benzimidazol-1-yl)-androsta-5,16-dien S(=O)(=O)(C1=CC=C(C)C=C1)O[C@@H]1CC2=CC[C@H]3[C@@H]4CC=C([C@@]4(C)CC[C@@H]3[C@]2(CC1)C)N1C=NC2=C1C=CC=C2